ClC=1C=CC2=C(N=C(O2)C=2C=C(C=CC2)NC(CC2=CC=CC=C2)=O)C1 N-(3-(5-chlorobenzo[d]oxazol-2-yl)phenyl)-2-phenylacetamide